2-chloro-5-fluoro-3-[[(4R)-2-oxoimidazolidin-4-yl]methoxy]benzoic acid ClC1=C(C(=O)O)C=C(C=C1OC[C@@H]1NC(NC1)=O)F